CC1=NC(=CC(=N1)N1CCC2(C[C@H](NC2)C(=O)O)CC1)O[C@@H](C(F)(F)F)C1=C(C=C(C=C1)C1=CC=C(C=C1)S(=O)(=O)C)N1N=C(C=C1)C (S)-8-(2-methyl-6-((R)-2,2,2-trifluoro-1-(3-(3-methyl-1H-pyrazol-1-yl)-4'-(methylsulfonyl)-[1,1'-biphenyl]-4-yl)ethoxy)pyrimidin-4-yl)-2,8-diazaspiro[4.5]decane-3-carboxylic acid